3-(6-(6,6-difluoro-2-azaspiro[3.4]octane-2-carbonyl)benzo[d]oxazol-2-yl)piperidine-2,6-dione FC1(CC2(CN(C2)C(=O)C2=CC3=C(N=C(O3)C3C(NC(CC3)=O)=O)C=C2)CC1)F